CC1(N(CCNC1=O)C(=O)C1=NN(C=2C3=C(CCC12)C=C(C(=C3)C=3C=NC=C(C(=O)N)C3)OC)C3=NC=NC=C3)C 5-(3-(2,2-dimethyl-3-oxopiperazine-1-carbonyl)-7-methoxy-1-(pyrimidin-4-yl)-4,5-dihydro-1H-benzo[g]indazol-8-yl)nicotinamide